OC1=C(C(N(C2=NC=CC=C12)CCN1CCOCC1)=O)C(=O)NC1C[C@@H](CC1)C 4-hydroxy-N-((3R)-3-methylcyclopentyl)-1-(2-morpholinoethyl)-2-oxo-1,2-dihydro-1,8-naphthyridine-3-carboxamide